tert-butyl (6-((5-(1-isopropyl-2,3-dihydro-1H-pyrrolo[2,3-c]pyridin-5-yl)-1H-1,2,4-triazol-3-yl)amino)-5-(trifluoromethyl)pyridin-3-yl)(methyl)carbamate C(C)(C)N1CCC=2C1=CN=C(C2)C2=NC(=NN2)NC2=C(C=C(C=N2)N(C(OC(C)(C)C)=O)C)C(F)(F)F